(R)-benzyl cysteinate hydrochloride Cl.N[C@@H](CS)C(=O)OCC1=CC=CC=C1